5H-imidazo[1,2-a]pyrido[3,4-c]azepine N=1C=CN2C1C1=C(C=CC2)C=CN=C1